FC=1C=C(C=CC1)N1N=C(C=C(C1=O)C(=O)NCC(C)(C)O)C=1C=NC(=CC1)C(F)(F)F 2-(3-Fluorophenyl)-N-(2-hydroxy-2-methylpropyl)-3-oxo-6-[6-(trifluoromethyl)pyridin-3-yl]-2,3-dihydropyridazine-4-carboxamide